C(C=C)(=O)N[C@H](CS(=O)(=O)O)C (S)-2-acrylamido-1-propanesulfonic acid